C[C@H]1NC2=CC(=C3NN=C(C(NC[C@@H](OC4=CC=C(C=C14)F)C)=O)C3=C2)O (3R,11S)-3,11-dimethyl-10-oxa-19-hydroxy-6-fluoro-2,13,16,17-tetraazatetracyclo[13.5.2.04,9.018,22]Docosane-1(20),4,6,8,15,18,21-heptaen-14-one